C(C)(C)(C)P(C1=C(C(=CC=C1OC)OC)C1=C(C=C(C=C1C(C)C)C(C)C)C(C)C)C(C)(C)C 2-(di-tert-butylphosphino)-3,6-dimethoxy-2',4',6'-tri-i-propyl-1,1'-biphenyl